NC1=NC=2C=CC(=CC2C2=C1N=C(N2CC2=C(C(=CC=C2)O)O)CCCC)CCCCCN 3-((4-amino-8-(5-aminopentyl)-2-butyl-1H-imidazo[4,5-c]quinolin-1-yl)methyl)benzene-1,2-diol